(5-amino-6-chloropyridine-2-yl)boronic acid NC=1C=CC(=NC1Cl)B(O)O